N,N,3-triphenyl-3,4-dihydro-2H-benzoxazine-6-amine C1(=CC=CC=C1)N(C=1C=CC2=C(CC(NO2)C2=CC=CC=C2)C1)C1=CC=CC=C1